COC1=CC=C2C(=N1)C=CN2CC2=CC=C(C=C2)B(O)O 4-([5-methoxypyrrolo[3,2-b]pyridin-1-yl]methyl)phenylboronic acid